1,3-bis(3-glycidoxy propyl) tetramethyldisiloxane tert-butyl 3-(4-amino-2-methylphenyl)pyrrolidine-1-carboxylate NC1=CC(=C(C=C1)C1CN(CC1)C(=O)OC(C)(C)C)C.C(C1CO1)OCCC[Si](O[Si](CCCOCC1CO1)(C)C)(C)C